C(CCCCCCCC)Br n-Nonylbromid